ClC1=NC=C(C(=N1)OC1=C(C=CC(=C1)[N+](=O)[O-])F)Cl 2,5-dichloro-4-(2-fluoro-5-nitrophenoxy)pyrimidine